ClCCCCCC(OCC)OCC 6-Chloro-1,1-diethoxyhexane